CC1(C=C(C=2C=CC(=C3CCCN1C23)O)C)C 5,5,7-trimethyl-2,3-dihydro-1H,5H-pyrido[3,2,1-ij]Quinolin-10-ol